FC(C1=CC=CC(=N1)NC(=O)C1=CC2=CNN=C2C=C1OCC)F N-(6-(difluoromethyl)pyridin-2-yl)-6-ethoxy-2H-indazole-5-carboxamide